ethyl acetate (Ethyl cyanohydroxyiminoacetate) C(C)ON=C(C(=O)O)C#N.C(C)(=O)OCC